C1(CCC1)NC1=CC=C2C(NC(=NC2=C1)CSC1CCNCC1)=O 7-(cyclobutylamino)-2-((piperidin-4-ylthio)methyl)quinazolin-4(3H)-one